N1(CCCCC1)C(=O)ON(C1=C(C=CC=C1C(F)(F)F)CN)C(C)(C)C tert-butyl-((2-(aminomethyl)-6-(trifluoromethyl) phenyl) amino) piperidine-1-carboxylate